2-methylpropan-2-yl 18-(octyloxy)-18-oxooctadecanoate C(CCCCCCC)OC(CCCCCCCCCCCCCCCCC(=O)OC(C)(C)C)=O